(2-(4-(2-aminoethyl)piperazin-1-yl)ethyl)ethane-1,2-diamine NCCN1CCN(CC1)CCC(CN)N